C(C)(C)OC(=O)C=1C(=NC(=NC1)NC1=C(C=C(C(=C1)NC(C=C)=O)N1CCC2(CC1)CCN(CC2)C)OC)C2=CN(C1=CC=CC=C21)C 2-((5-acrylamido-2-methoxy-4-(9-methyl-3,9-diazaspiro[5.5]undec-3-yl)phenyl)amino)-4-(1-methyl-1H-indol-3-yl)pyrimidine-5-carboxylic acid isopropyl ester